C(C)OC(/C=C/C1=CC2=C(CCN(CC2)C(=O)OC(C)(C)C)C=C1)=O tert-butyl (E)-7-(3-ethoxy-3-oxoprop-1-en-1-yl)-1,2,4,5-tetrahydro-3H-benzo[d]azepine-3-carboxylate